C(C)C=1OC=CC1 2-ethyl-furan